ClC=1C(=CC(=C(C1)NC(=O)N1C2CC=3C(=NNC(C3)=O)C1CC2)F)C=2C=NC=C(C2)OC N-(5-Chloro-2-fluoro-4-(5-methoxypyridin-3-yl)phenyl)-3-oxo-3,5,6,7,8,9-hexahydro-2H-6,9-epiminocyclohepta[c]pyridazine-10-carboxamide